CC(C(CN1C=2C(NC(NC2N(CC1=O)C[C@@H]([C@@H]([C@@H](CO)O)O)O)=O)=O)=O)C 5-(3-Methyl-2-oxobutyl)-8-[(2S,3S,4R)-2,3,4,5-tetrahydroxypentyl]-1,5,7,8-tetrahydropteridine-2,4,6(3H)-trione